C(#N)C1=NC=CC(=C1)C1=CC2=C(N=CN=C2N2CC3CCC(C2)N3C(=O)[O-])N1 3-(6-(2-cyanopyridin-4-yl)-7H-pyrrolo[2,3-d]pyrimidin-4-yl)-3,8-diazabicyclo[3.2.1]octane-8-carboxylate